(2,7-diisopropyl-4-oxo-2,4-dihydro-5H-pyrazolo[3,4-d]pyridazin-5-yl)acrylic acid tert-butyl ester C(C)(C)(C)OC(C(=C)N1N=C(C=2C(C1=O)=CN(N2)C(C)C)C(C)C)=O